ClC1=CC(=C(O[C@H](C(=O)OC)C)C=C1F)C1=NOCC1OCCCC methyl (2S)-2-[4-chloro-5-fluoro-2-(4-butoxy-4,5-dihydroisoxazol-3-yl)phenoxy]propanoate